FC=1C(=NC(=NC1)N[C@H]1[C@@H](COCC1)O)C1=CC=C2C(C(=CN(C2=C1)C(C)C)OC)=O 7-(5-fluoro-2-(((3S,4R)-3-hydroxytetrahydro-2H-pyran-4-yl)amino)pyrimidin-4-yl)-1-isopropyl-3-methoxyquinolin-4(1H)-one